5-[2,3-difluoro-4-(fluoromethoxy)phenyl]-imidazole-2-carboxamide FC1=C(C=CC(=C1F)OCF)C1=CN=C(N1)C(=O)N